FC1=C(COCC2=C(C(=CC=C2[N+](=O)[O-])F)F)C(=CC=C1F)[N+](=O)[O-] 2,3-difluoro-6-nitrobenzyl ether